FC1=C(C=CC(=C1)F)S(=O)(=O)NC=1C=C(C=NC1OC)C1=CC=C2C=CC=C(C2=C1)N1CCNCC1 4-(7-(5-((2,4-difluorophenyl)sulfonamido)-6-methoxypyridin-3-yl)naphthalen-1-yl)piperazine